3-(((1R,3R)-3-hydroxy-3-methylcyclopentyl)amino)-6-(4-hydroxybenzo[b]thiophen-5-yl)-4-methyl-1,2,4-triazine-5(4H)-one O[C@]1(C[C@@H](CC1)NC1=NN=C(C(N1C)=O)C1=C(C2=C(SC=C2)C=C1)O)C